imidazo[1,2-a]pyridin-7-ylmethanamine N=1C=CN2C1C=C(C=C2)CN